Cl[Pd]Cl dichloro-palladium(II)